C(CCCCCCCCCO)O decylene glycol